C(C)(C)(C)OC(=O)N1CC(N(CC1)C1=NC(=NC(=C1Cl)OCC=C)C1=C(N=CS1)Cl)C(F)F 4-[6-allyloxy-5-chloro-2-(4-chlorothiazol-5-yl)pyrimidin-4-yl]-3-(difluoromethyl)piperazine-1-carboxylic acid tert-butyl ester